2-(azetidin-3-ylmethyl)-N-[(1S)-1-(dicyclopropylmethyl)-2-[4-(3,5-dimethyl-1H-pyrazol-4-yl)anilino]-2-oxo-ethyl]pyrazole-3-carboxamide N1CC(C1)CN1N=CC=C1C(=O)N[C@H](C(=O)NC1=CC=C(C=C1)C=1C(=NNC1C)C)C(C1CC1)C1CC1